(+/-)-trans-3-((6-(benzofuran-2-yl)-2-(2-chloro-5H-pyrrolo[2,3-b]pyrazin-7-yl)-5-fluoropyrimidin-4-yl)amino)bicyclo[2.2.2]octane O1C(=CC2=C1C=CC=C2)C2=C(C(=NC(=N2)C2=CNC1=NC=C(N=C12)Cl)N[C@@H]1CC2CCC1CC2)F |r|